N-[(1R,2S)-2-hydroxy-2-methyl-indan-1-yl]-4-(2-imino-4,4-dimethyl-6-oxo-hexahydropyrimidin-1-yl)-2-(methoxymethyl)-2-methyl-chromane-6-carboxamide O[C@@]1([C@@H](C2=CC=CC=C2C1)NC(=O)C=1C=C2C(CC(OC2=CC1)(C)COC)N1C(NC(CC1=O)(C)C)=N)C